tert-Butyl (2S,4R)-2-((1H-1,2,3-triazol-1-yl)methyl)-4-(5-(3-vinylphenyl)oxazole-2-carboxamido)pyrrolidine-1-carboxylate N1(N=NC=C1)C[C@H]1N(C[C@@H](C1)NC(=O)C=1OC(=CN1)C1=CC(=CC=C1)C=C)C(=O)OC(C)(C)C